CS(=O)(=O)NCC(CO[C@@H]1CC[C@@H](CC1)C1=CC=CC=C1)C1=[N+](C(=CC(=C1)C)C)[O-] 2-(1-methanesulfonamido-3-{[(CIS)-4-phenylcyclohexyl]oxy} propan-2-yl)-4,6-dimethylpyridin-1-ium-1-olate